(1R,3r,5S)-8-(((1-methylpiperidin-4-yl)methyl)sulfonyl)-8-azabicyclo[3.2.1]octan-3-amine CN1CCC(CC1)CS(=O)(=O)N1[C@H]2CC(C[C@@H]1CC2)N